(R)-2-[4-chloro-2-(1,1-difluoropropyl)-5-fluorophenoxy]-3-fluoropropionic acid ClC1=CC(=C(O[C@H](C(=O)O)CF)C=C1F)C(CC)(F)F